F[P-](F)(F)(F)(F)F.C(C1=CC=CC=C1)N1CC(=CC=C1)C 1-benzyl-3-picoline hexafluorophosphate